OCCNCCCCCCCC(=O)OCC#CCCCCCC non-2-yn-1-yl 8-((2-hydroxyethyl)amino)octanoate